NC=1SC2=NC(=CC=C2N1)C1=C(C=C(C=C1)NC(=O)C=1C(N(C=CC1OCC)C1=CC=C(C=C1)F)=O)F N-(4-(2-aminothiazolo[5,4-b]pyridin-5-yl)-3-Fluorophenyl)-4-ethoxy-1-(4-fluorophenyl)-2-oxo-1,2-dihydropyridine-3-carboxamide